3-(9-((4-(aminomethyl)-2,6-dimethylphenyl)carbamoyl)-4,5-dihydrobenzo[b]thieno[2,3-d]oxepin-8-yl)-6-(propylcarbamoyl)picolinic acid NCC1=CC(=C(C(=C1)C)NC(=O)C1=CC2=C(OCCC3=C2SC=C3)C=C1C=1C(=NC(=CC1)C(NCCC)=O)C(=O)O)C